C(C1=CC=CC=C1)N1C(N(C2(CC2)C1=O)CC=1SC(=NN1)C1=NC(=C(C=C1)F)O)=O 6-benzyl-4-((5-(5-fluoro-6-hydroxypyridin-2-yl)-1,3,4-thiadiazol-2-yl)methyl)-4,6-diazaspiro[2.4]heptane-5,7-dione